NC1C(S(CCC1)(=O)=O)(C)C 3-amino-2,2-dimethyltetrahydro-2H-thiopyran 1,1-dioxide